5-((tert-butyldiphenylsilyl)oxy)-2-hydroxypentyl 4-methylbenzenesulfonate CC1=CC=C(C=C1)S(=O)(=O)OCC(CCCO[Si](C1=CC=CC=C1)(C1=CC=CC=C1)C(C)(C)C)O